C(C1=CC=CC=C1)OC=1C(=CC(=C(C1)CC(=O)O)F)C1(CCOCC1)C#N 2-[5-benzyloxy-4-(4-cyanotetrahydropyran-4-yl)-2-fluoro-phenyl]Acetic acid